N-(2-hydroxyethyl)propylamine OCCNCCC